3-((5-(4-amino-4-methylpiperidin-1-yl)pyrazin-2-yl)thio)-2-chloro-N-(cyclopropylsulfonyl)benzamide NC1(CCN(CC1)C=1N=CC(=NC1)SC=1C(=C(C(=O)NS(=O)(=O)C2CC2)C=CC1)Cl)C